potassium 3-(N,N-bis(4-methoxybenzyl)sulfamoyl)-1-(1-hydroxy-2-methylpropan-2-yl)-1H-pyrazole-5-carboxylate COC1=CC=C(CN(S(=O)(=O)C2=NN(C(=C2)C(=O)[O-])C(CO)(C)C)CC2=CC=C(C=C2)OC)C=C1.[K+]